Methyl 1-(1-(difluoromethyl)cyclopropyl)-6-oxo-4-((5,6,7,8-tetrahydroimidazo[1,5-a]pyridin-8-yl)amino)-1,6-dihydropyridine-3-carboxylate FC(C1(CC1)N1C=C(C(=CC1=O)NC1C=2N(CCC1)C=NC2)C(=O)OC)F